Cl.Cl.C(C)(C)(C)[C@H]1CN(CCN1)C=1N=NC(=CN1)C1=C(C=C(C=C1)C=1C(=NNC1)F)O 2-{3-[(3S)-3-tert-butylpiperazin-1-yl]-1,2,4-triazin-6-yl}-5-(3-fluoro-1H-pyrazol-4-yl)phenol dihydrochloride